1-{4-[5-(ethylsulfanyl)-6-[3-fluoro-6-(trifluoromethyl)-1-{[2-(trimethylsilyl)ethoxy]methyl}-1H-pyrrolo[3,2-b]pyridin-2-yl]pyridin-3-yl]phenyl}cyclopropane-1-carbonitrile C(C)SC=1C=C(C=NC1C1=C(C2=NC=C(C=C2N1COCC[Si](C)(C)C)C(F)(F)F)F)C1=CC=C(C=C1)C1(CC1)C#N